P(=O)([O-])([O-])[O-].[Fe+2].[Ni+2] Nickel-iron phosphate